stearamidopropyldimethyl-(myristylacetate) C(CCCCCCCCCCCCCCCCC)(=O)NCCCOC(C(CCCCCCCCCCCCCC)(C)C)=O